[Br-].[Br-].S1C(=CC=C1)C=1SC=CC1 bithiophene bisbromide